ClC1=CC=C(C=C1)\C=C(\C(C=C)O)/C1=CC=CC=C1 (E)-1-(4-chlorophenyl)-2-phenylpentan-1,4-dien-3-ol